N-(6-(2-(((1r,4r)-4-aminocyclohexyl)amino)-8-ethylquinazolin-6-yl)-5-methoxypyridazin-3-yl)-2-chlorobenzenesulfonamide NC1CCC(CC1)NC1=NC2=C(C=C(C=C2C=N1)C1=C(C=C(N=N1)NS(=O)(=O)C1=C(C=CC=C1)Cl)OC)CC